2-methyl-2-(methylsulfonyl)-propanenitrile CC(C#N)(C)S(=O)(=O)C